C1(CC1)COC=1C=C(C(=C(C(=O)N[C@H](C)C=2C=NC(=NC2)C(F)(F)F)C1)F)C=1SC(=CN1)C (R)-5-(Cyclopropylmethoxy)-2-fluoro-3-(5-methylthiazol-2-yl)-N-(1-(2-(trifluoromethyl)pyrimidine-5-yl)ethyl)benzamide